2-(furan-2-ylmethyl)-6-phenyl-8-(phenylthio)imidazo[1,2-a]pyrazin-3(7H)-one O1C(=CC=C1)CC1=NC=2N(C=C(NC2SC2=CC=CC=C2)C2=CC=CC=C2)C1=O